FC(C1=CC=C(C=C1)C=1OC=NN1)(F)F 2-(4-trifluoromethylphenyl)-1,3,4-oxadiazole